Tert-butyl 4-(3-((4-cyano-2-fluorobenzyl)oxy)-4-ethyl-1H-pyrazol-1-yl)piperidine-1-carboxylate C(#N)C1=CC(=C(COC2=NN(C=C2CC)C2CCN(CC2)C(=O)OC(C)(C)C)C=C1)F